C1(CC1)NC1=NC=CC(=N1)O[C@@H]1CN(CC1)C(=O)OC(C)(C)C tert-butyl (S)-3-((2-(cyclopropylamino)pyrimidin-4-yl)oxy)pyrrolidine-1-carboxylate